ClC=1C=C(CCC2(CN(CCC2)C(=O)OC(C)(C)C)C(=O)OCC)C=CC1 1-tert-butyl 3-ethyl 3-(3-chlorophenethyl)-piperidine-1,3-dicarboxylate